imino-3-(2,2,2-trifluoroethyl)-1,3-thiazolidin-4-one N=C1SCC(N1CC(F)(F)F)=O